CC=1N=C2CN(CC2=C2CC(CC12)(C)C)C(C)=O 1-(5,7,7-trimethyl-3,6,7,8-tetrahydro-1H-2,4-diaza-as-indacen-2-yl)-ethanone